N-(4-Nitrobenzene-1-sulfonyl)-L-alanyl-L-isoleucine methyl ester COC([C@@H](NC([C@@H](NS(=O)(=O)C1=CC=C(C=C1)[N+](=O)[O-])C)=O)[C@@H](C)CC)=O